N-{3,5-difluoro-4-[(3-[1-(trifluoromethyl)cyclopropyl]-1-{[2-(trimethylsilyl)ethoxy]methyl}-1H-pyrrolo[2,3-b]pyridin-4-yl)oxy]phenyl}-N'-[(3-methyloxetan-3-yl)methyl]urea FC=1C=C(C=C(C1OC1=C2C(=NC=C1)N(C=C2C2(CC2)C(F)(F)F)COCC[Si](C)(C)C)F)NC(=O)NCC2(COC2)C